tert-butyl 4-(1-((2-methylpyrazolo[1,5-a]pyridin-5-yl)carbamoyl)-2,3-dihydro-1H-pyrrolo[2,3-b]pyridin-4-yl)piperazine-1-carboxylate CC1=NN2C(C=C(C=C2)NC(=O)N2CCC=3C2=NC=CC3N3CCN(CC3)C(=O)OC(C)(C)C)=C1